NC=1C(=C(C=C2C=C(N=CC12)NC(=O)NC1CCCC1)C=1C=NC=C(C1C)N)F 1-(8-Amino-6-(5-amino-4-methylpyridin-3-yl)-7-fluoroisoquinolin-3-yl)-3-cyclopentylurea